(S)-1-aminopropan-2-yl-4-(5-(3-((2-(4-ethoxy-4-oxobutanoyl)-4-fluoro-6-methoxybenzo[b]thiophen-5-yl) oxy) propoxy)-4-fluoro-6-methoxyisoindolin-2-yl)-4-oxobutanoate hydrochloride Cl.NC[C@H](C)OC(CCC(=O)N1CC2=CC(=C(C(=C2C1)F)OCCCOC1=C(C2=C(SC(=C2)C(CCC(=O)OCC)=O)C=C1OC)F)OC)=O